Cl.N1CCC(CC1)CN1CCC(CC1)N1C=CC2=C(C=CC=C12)N1C(NC(CC1)=O)=O 1-(1-(1-(Piperidin-4-ylmethyl)piperidin-4-yl)-1H-indol-4-yl)dihydropyrimidine-2,4(1H,3H)-dione hydrochloride